NC1=NC=CC=2N1C(=NC2C2CCN(CC2)C(C(C)C)=O)C2=CC=C(C=C2)N 1-(4-(5-amino-3-(4-aminophenyl)imidazo[1,5-c]pyrimidin-1-yl)piperidin-1-yl)-2-methylpropan-1-one